COC(=O)[C@](C(=O)O)(CCC)C (2S)-2-methoxycarbonyl-2-methyl-pentanoic acid